COC1=C(C2=CC=CC=C2C=C1)C1=CC=CC=C1 2-Methoxy-1-phenylnaphthalene